N-(2-(3,3-difluoropyrrolidin-1-yl)-4-(2-fluoro-phenyl)pyridin-3-yl)-6-methoxy-2-azaspiro[3.3]heptane-2-carboxamide FC1(CN(CC1)C1=NC=CC(=C1NC(=O)N1CC2(C1)CC(C2)OC)C2=C(C=CC=C2)F)F